C1(CC1)CNC=1N=CC2=C(N(C(C=3C=C(C=CC23)CN2C[C@H](N(CC2)C)C)=O)[C@@H]2CC[C@H](CC2)O)N1 trans-3-((Cyclopropylmethyl)amino)-8-(((R)-3,4-dimethylpiperazin-1-yl)methyl)-5-(4-hydroxycyclohexyl)pyrimido[4,5-c]isoquinolin-6(5H)-one